NC1=NC=2C=CC(=CC2C2=C1C=NN2C)C(=O)N(N2C(CCC2)=O)CC2=NC1=C(N2CC)C=CC=C1 4-amino-N-((1-ethyl-1H-benzo[d]imidazol-2-yl)methyl)-1-methyl-N-(2-oxopyrrolidin-1-yl)-1H-pyrazolo[4,3-c]quinoline-8-carboxamide